methyl N-[trans-4-[2-[[5'-[4-(1-aminocyclobutyl)phenyl][2,4'-bipyridin]-2'-yl]amino]-2-oxoethyl]cyclohexyl]-N-methylcarbamate NC1(CCC1)C1=CC=C(C=C1)C=1C(=CC(=NC1)NC(C[C@@H]1CC[C@H](CC1)N(C(OC)=O)C)=O)C1=NC=CC=C1